C1(CC1)C=1C2=C(C(N(C1)C1=CC(=CC=C1)C1(CC(C1)C)CC1=NN=CN1C)=O)NC(=C2)CN2C[C@H](CCC2)C 4-Cyclopropyl-6-(3-((1s,3R)-3-methyl-1-((4-methyl-4H-1,2,4-triazol-3-yl)methyl)cyclobutyl)phenyl)-2-(((S)-3-methylpiperidin-1-yl)methyl)-1,6-dihydro-7H-pyrrolo[2,3-c]pyridin-7-one